(S)-tert-butyl 2-(1-(1-(2,6-bis(benzyloxy)pyridin-3-yl)-3-methyl-2-oxo-2,3-dihydro-1H-benzo[d]imidazol-5-yl)piperidin-4-yl)propanoate C(C1=CC=CC=C1)OC1=NC(=CC=C1N1C(N(C2=C1C=CC(=C2)N2CCC(CC2)[C@@H](C(=O)OC(C)(C)C)C)C)=O)OCC2=CC=CC=C2